ClC=1C(=CC2=C(C(N3[C@@H](CO2)C[C@@H](C3)OC3=CC=C2CCC(NC2=C3)=O)=O)C1OC(C)C)C (2S,11aR)-7-chloro-6-isopropoxy-8-methyl-2-((2-oxo-1,2,3,4-tetrahydroquinolin-7-yl)oxy)-2,3,11,11a-tetrahydro-1H,5H-benzo[f]pyrrolo[2,1-c][1,4]oxazepin-5-one